(2S,7aR)-2-(methoxymethyl)-6-methylene-tetrahydro-1H-pyrrolizine-7a-carboxylic acid methyl ester COC(=O)[C@]12CC(CN2C[C@H](C1)COC)=C